tert-Butyl N-[3-[[1-cis-[4-[(3-methoxy-4-methyl-phenyl)carbamoyl]cyclohexyl]-2-oxo-3H-benzimidazol-4-yl]amino]-3-oxo-propyl]carbamate COC=1C=C(C=CC1C)NC(=O)C1CCC(CC1)N1C(NC2=C1C(=CC=C2)NC(CCNC(OC(C)(C)C)=O)=O)=O